BrC1=C(C=C2CCN3C(C2=C1)=C(N=C3C(=O)N3[C@@](CCC3)([C@H](CC(F)(F)F)O)C)C=3SC=CC3)OC (9-bromo-8-methoxy-1-(thiophen-2-yl)-5,6-dihydroimidazo[5,1-a]isoquinolin-3-yl)((S)-2-methyl-2-((S)-3,3,3-trifluoro-1-hydroxypropyl)pyrrolidin-1-yl)methanone